C1(CCCC1)OC1=C(C=C(C=C1)B1OC(C(O1)(C)C)(C)C)[N+](=O)[O-] 2-(4-(cyclopentyloxy)-3-nitrophenyl)-4,4,5,5-tetramethyl-1,3,2-dioxaborolane